2-(6-amino-5-(1,4-diazepin-1-yl)pyridazin-3-yl)phenol NC1=C(C=C(N=N1)C1=C(C=CC=C1)O)N1C=CN=CC=C1